furo[3,4-d]oxazole O1C=NC=2C1=COC2